2-(trifluoromethyl)-6-[(trifluoromethyl)thio]-2H-1-benzothiopyran-3-carboxylic acid FC(C1SC2=C(C=C1C(=O)O)C=C(C=C2)SC(F)(F)F)(F)F